4-[(4-cyclohexylphenyl)amino]-2-(diethylamino)-6-(prop-2-yl)-5,6-dihydro-7H-pyrrolo[3,4-d]pyrimidin-7-one C1(CCCCC1)C1=CC=C(C=C1)NC=1C2=C(N=C(N1)N(CC)CC)C(N(C2)C(C)C)=O